(R)-3-methyl-5-(trifluoromethyl)-2-(2-(3-(trifluoromethyl)-5,6,7,8-tetrahydro-[1,2,4]triazolo[4,3-a]pyridin-6-yl)-2H-pyrazolo[3,4-b]pyrazin-6-yl)phenol CC=1C(=C(C=C(C1)C(F)(F)F)O)C=1C=NC=2C(N1)=NN(C2)[C@@H]2CCC=1N(C2)C(=NN1)C(F)(F)F